(S)-2-(3-((3,3-difluoroazetidin-1-yl)(4-methyl-4H-1,2,4-triazol-3-yl)methyl)phenyl)-6-(((1-methylcyclobutyl)amino)methyl)-4-(trifluoromethyl)isoindolin-1-one FC1(CN(C1)[C@@H](C=1C=C(C=CC1)N1C(C2=CC(=CC(=C2C1)C(F)(F)F)CNC1(CCC1)C)=O)C1=NN=CN1C)F